6-(6-hydroxyhex-1-yn-1-yl)pyridine-3-carboxylic acid OCCCCC#CC1=CC=C(C=N1)C(=O)O